C(C)(C)(C)N1N=C(C(=C1C)O)C1=CC(=CC=C1)C(Cl)(Cl)Cl 1-(tert-butyl)-3-(3-(trichloromethyl)phenyl)-5-methyl-pyrazol-4-ol